2-{4-[(1-methylpiperidin-3-yl)methyl]phthalazin-1-yl}-5-(trifluoromethyl)phenol formate salt C(=O)O.CN1CC(CCC1)CC1=NN=C(C2=CC=CC=C12)C1=C(C=C(C=C1)C(F)(F)F)O